O=C1N(CC2=CC(=CC=C12)CN1CCN(CC1)C(=O)C1=NC=C(N=C1)C1=CC=CC=C1)C1CNCCC1 3-(1-oxo-5-((4-(5-phenylpyrazine-2-carbonyl)piperazin-1-yl)methyl)isoindolin-2-yl)piperidine